ClC1=CC(=C(N=N1)N[C@@H]1CC[C@H]2CN(C[C@H]21)C(=O)C=2SC(=CC2)C)OC |o1:8,11,15| rel-{(3aS,4R,6aR)-4-[(6-chloro-4-methoxy-3-pyridazinyl)amino]hexahydrocyclopenta[c]pyrrol-2(1H)-yl}(5-methyl-2-thienyl)methanone